2,3,5-triiodobenzoyl chloride IC1=C(C(=O)Cl)C=C(C=C1I)I